4-fluoronaphthalen-2-ol FC1=CC(=CC2=CC=CC=C12)O